3-(Trifluoromethoxy)cinnamoylguanidin FC(OC=1C=C(C=CC(=O)NC(=N)N)C=CC1)(F)F